5-ethynyl-8-phenyl-2-(2,3,4,5-tetrahydro-1H-3-benzazepin-7-ylamino)pyrido[2,3-d]pyrimidin-7-one C(#C)C1=CC(N(C=2N=C(N=CC21)NC2=CC1=C(CCNCC1)C=C2)C2=CC=CC=C2)=O